OC1=C(C(=O)OC)C=C(C=C1[N+](=O)[O-])S(F)(F)(F)(F)F methyl 2-hydroxy-3-nitro-5-(pentafluoro-λ6-sulfaneyl)benzoate